(4-chlorothieno[2,3-b]pyridin-2-yl)-2,2-dimethyl-2,5-dihydro-1H-pyrrole-1-carboxylic acid tert-butyl ester C(C)(C)(C)OC(=O)N1C(C(=CC1)C1=CC=2C(=NC=CC2Cl)S1)(C)C